C(C)(C)[Si](C#CCCCCCCO)(C(C)C)C(C)C 8-(triisopropylsilyl)oct-7-yn-1-ol